CC1=C(C(NC(=C1)C)=O)CNC(=O)C=1C=2C=NN(C2C=CC1)C(C)C N-((4,6-dimethyl-2-oxo-1,2-dihydropyridin-3-yl)methyl)-1-isopropyl-1H-indazole-4-carboxamide